NC1=CC2=C(N(C(=N2)C(F)F)[C@@H]2C[C@@H](CCC2)NC2=NC=C(C=N2)C#N)C=C1 2-(((1R,3S)-3-(5-amino-2-(difluoromethyl)-1H-benzo[d]imidazol-1-yl)cyclohexyl)amino)pyrimidine-5-carbonitrile